ethyl 7-methoxy-5-methylsulfonyl-4-oxo-1-[4-(trifluoromethoxy)phenyl]cinnoline-3-carboxylate COC1=CC(=C2C(C(=NN(C2=C1)C1=CC=C(C=C1)OC(F)(F)F)C(=O)OCC)=O)S(=O)(=O)C